1-[2-fluoro-5-(trifluoromethoxy)phenyl]-3,3-dimethyl-N-(3-methyl-1,1-dioxo-thietan-3-yl)-2-oxo-indoline-5-carboxamide FC1=C(C=C(C=C1)OC(F)(F)F)N1C(C(C2=CC(=CC=C12)C(=O)NC1(CS(C1)(=O)=O)C)(C)C)=O